NC=1C=2N(C3=C(N1)C=NC(=C3)C(=O)N3[C@@H]1[C@H](CCC3)OC3=C1C=C(C(=C3)OC(F)(F)F)F)C=NC2 |r| Rac-(4-aminoimidazo[1,5-a]pyrido[3,4-e]pyrazin-8-yl)((4aS,9bS)-8-fluoro-7-(trifluoromethoxy)-3,4,4a,9b-tetrahydrobenzofuro[3,2-b]pyridin-1(2H)-yl)methanone